(R)-N-(5-(5-ethyl-1,2,4-oxadiazol-3-yl)-2,3-dihydro-1H-inden-1-yl)-1-(2-methoxyethyl)-5-methyl-1H-pyrazole-4-carboxamide C(C)C1=NC(=NO1)C=1C=C2CC[C@H](C2=CC1)NC(=O)C=1C=NN(C1C)CCOC